F[C@@H]1CC2=CC=3CC[C@H](C3C(=C2C1)NC(=O)N=S(=O)(N)C=1C=NN2C1OCCC2)C N'-(((2R,5R)-2-fluoro-5-methyl-1,2,3,5,6,7-hexahydro-s-indacen-4-yl)carbamoyl)-6,7-dihydro-5H-pyrazolo[5,1-b][1,3]oxazine-3-sulfonimidamide